5-(4-chloro-2-fluoro-phenyl)-7-(3-(dimethyl-amino)-1-piperidinyl)-2,3-dimethylpyrido-[4,3-d]pyrimidin-4(3H)-one ClC1=CC(=C(C=C1)C1=NC(=CC=2N=C(N(C(C21)=O)C)C)N2CC(CCC2)N(C)C)F